methyl 4-trifluoroacetylbutyrate FC(C(=O)CCCC(=O)OC)(F)F